C1(=CC=CC=C1)C=1NC(=C(N1)C)CO 2-phenyl-4-methyl-5-hydroxymethyl-Imidazole